CC1(OC=2C=C(C(=C(C2C2=C1C=CC(=C2)C)O)C2OC2)CCCCC)C 6,6,9-trimethyl-2-(oxiran-2-yl)-3-pentyl-6H-benzo[c]chromen-1-ol